N-((S)-(7-((R*)-Cyclopropyl(2-(3,3-difluorocyclobutyl)acetamido)methyl)imidazo[1,2-b]pyridazin-2-yl)(4,4-difluorocyclohexyl)methyl)-1-(3,3,3-trifluoropropyl)-1H-pyrazole-4-carboxamide C1(CC1)[C@H](C1=CC=2N(N=C1)C=C(N2)[C@@H](NC(=O)C=2C=NN(C2)CCC(F)(F)F)C2CCC(CC2)(F)F)NC(CC2CC(C2)(F)F)=O |o1:3|